3-Chloro-N-(2-chloro-3-{(4S)-2-imino-4-methyl-1-[(2R*,4R*)-2-methyltetrahydropyran-4-yl]-6-oxo-hexahydropyrimidin-4-yl}phenyl)-benzamide hydrochloride Cl.ClC=1C=C(C(=O)NC2=C(C(=CC=C2)[C@]2(NC(N(C(C2)=O)[C@H]2C[C@H](OCC2)C)=N)C)Cl)C=CC1 |o1:21,23|